4-[[4,6-Dichloro-7-(trifluoromethyl)-3-quinolinyl]sulfonyl]thiomorpholine bis(5,6,7,8-tetrahydronaphthalene-2-yl)phenylphosphonate C1=C(C=CC=2CCCCC12)OP(OC1=CC=2CCCCC2C=C1)(=O)C1=CC=CC=C1.ClC1=C(C=NC2=CC(=C(C=C12)Cl)C(F)(F)F)S(=O)(=O)N1CCSCC1